Sebacyl Chloride C(CCCCCCCCC(=O)Cl)(=O)Cl